NC1=C(C(=NC(=C1F)C1=CC=C(C=C1)N)C(=O)OC)C=C methyl 4-amino-6-(4-aminophenyl)-5-fluoro-3-vinyl-pyridine-2-carboxylate